FC1=C(C=CC=C1C[C@@H]1N(CC2(CC2)[C@@H]1NS(=O)(=O)C1CC1)C(=O)[C@@H]1OCC1)C1=CC=CC=C1 N-((6S-7S)-6-((2-fluoro-[1,1'-biphenyl]-3-yl)methyl)-5-((R)-oxetane-2-carbonyl)-5-azaspiro[2.4]heptan-7-yl)cyclopropanesulfonamide